CO[Si](CCCNC(C=1C(C(=O)O)=CC=CC1)=O)(OC)OC N-[3-(trimethoxysilyl)propyl]phthalic acid amide